BrC1=C(C=C(C(=C1)[N+](=O)[O-])C#N)N1[C@H](CN(CC1)C(=O)OC(C)(C)C)CO tert-butyl (R)-4-(2-bromo-5-cyano-4-nitrophenyl)-3-(hydroxymethyl)piperazine-1-carboxylate